C[C@H]1N(C[C@@H](C1)OC=1C=NC(=CC1)[N+](=O)[O-])C(=O)OC(C)(C)C tert-butyl (2R,4R)-2-methyl-4-[(6-nitro-3-pyridyl)oxy]pyrrolidine-1-carboxylate